C1(CC1)C1=C(C(=NO1)C1=C(C=CC=C1Cl)Cl)CO[C@@H]1[C@H]2[C@@H](N([C@@H](C1)C2)C=2C=CC(=NC2)C(=O)NS(=O)(=O)C2CCOCC2)C 5-[(1R,3S,4R,5S)-5-[[5-cyclopropyl-3-(2,6-dichlorophenyl)-1,2-oxazol-4-yl]methoxy]-3-methyl-2-azabicyclo[2.2.1]heptan-2-yl]-N-(oxane-4-sulfonyl)pyridine-2-carboxamide